trans-4-(2-(1H-Imidazol-2-yl)acetamido)-N-(3-(2-cyclopropylthiazol-5-yl)phenyl)-N-((trans-4-(4-methoxy-3-methylphenyl)cyclohexyl)methyl)-cyclohexanecarboxamide N1C(=NC=C1)CC(=O)N[C@@H]1CC[C@H](CC1)C(=O)N(C[C@@H]1CC[C@H](CC1)C1=CC(=C(C=C1)OC)C)C1=CC(=CC=C1)C1=CN=C(S1)C1CC1